C(CCCCC)C=1C=CC(=NC1)OC(C=C)=O 5-hexylpyridin-2-ylacrylate